CN1C=NC2=C1C=C(C=C2)CO (1-methyl-1H-benzo[d]imidazol-6-yl)methanol